5-[2-cyclopropyl-3-[2-(trifluoromethoxy)ethyl]benzimidazol-5-yl]-1,3-dimethylpyridin-2-one C1(CC1)C=1N(C2=C(N1)C=CC(=C2)C=2C=C(C(N(C2)C)=O)C)CCOC(F)(F)F